N-[2-(2-hydroxyphenyl)ethyl]-4-methoxy-2,6-dimethyl-benzenesulfonamide OC1=C(C=CC=C1)CCNS(=O)(=O)C1=C(C=C(C=C1C)OC)C